5-mercapto-1H-1,2,4-triazole SC1=NC=NN1